1H-indole-3-carboxylic Acid N1C=C(C2=CC=CC=C12)C(=O)O